[Se]1C(=CCC1)CCC(=O)O selenoline-propionic acid